(R)-4-bromo-N-(1-(3-(difluoromethyl)-2-fluorophenyl)ethyl)-2-methyl-[1,2,4]triazolo[1',5':1,6]pyrido[2,3-d]pyrimidin-6-amine BrC1=CC=2C(=NC=NC2N[C@H](C)C2=C(C(=CC=C2)C(F)F)F)N2C1=NC(=N2)C